3-(4-(4-amino-7-methyl-7H-pyrrolo[2,3-d]pyrimidin-5-yl)-3-methylphenyl)-1-methyl-1-phenylurea NC=1C2=C(N=CN1)N(C=C2C2=C(C=C(C=C2)NC(N(C2=CC=CC=C2)C)=O)C)C